O[C@H](CCC)CC1=NN=C(O1)C1=NC=C(C=C1N)S(=O)(=O)C1=CC=C(C=C1)OC(F)(F)F 2-(5-{[(2R)-oxapent-2-yl]methyl}-1,3,4-oxadiazol-2-yl)-5-[4-(trifluoromethoxy)benzene-1-sulfonyl]pyridin-3-amine